C(CC)C=1SC2=C(C(=NC=3C=CC=CC23)N)N1 2-propylthiazolo-[4,5-c]quinolin-4-amine